5-(2-hydroxy-2-methylpropyl)-1-(1H-pyrazol-4-yl)-4,6,7,8-tetrahydro-3H-9-oxa-2-thia-4-azabenzo[cd]azulen-3-one OC(CC=1NC(C=2SC(=C3OCCCC1C23)C=2C=NNC2)=O)(C)C